CC(C(=O)OCC(CO)(C)C)(CO)C 2,2-dimethyl-3-hydroxypropyl dimethyl-3-hydroxypropionate